O1C=CC2=C1C=CC=C2C21C(NC(C(C2)C1)=O)=O 1-(benzofuran-4-yl)-3-azabicyclo[3.1.1]heptane-2,4-dione